NC(C1=C(N)C=CC=C1)C1=CC=CC=C1 2-(amino(phenyl)methyl)aniline